glyoxylic acid sodium salt [Na+].C(C=O)(=O)[O-]